FC(OC1=CC=C2C(=N1)NC=C2C2=CC1=C(C(NCCO1)=O)C=C2)F 8-(6-(difluoromethoxy)-1H-pyrrolo[2,3-b]pyridin-3-yl)-3,4-dihydrobenzo[f][1,4]oxazepin-5(2H)-one